CC1=NNC2=NC(=CC(=C21)C=2C(=NN1C2COC(C1)(C)C)C1=NC=C(C=C1)F)C 3-(3,6-dimethyl-1H-pyrazolo[3,4-b]pyridin-4-yl)-2-(5-fluoro-2-pyridinyl)-6,6-dimethyl-4,7-dihydropyrazolo[5,1-c][1,4]oxazine